NC1=NC=C(C=N1)C=1N=C(C=2N=C3N(C2N1)CCOC3(C)C)N(C(C)C)C3CC3 2-(2-aminopyrimidin-5-yl)-N-cyclopropyl-N-isopropyl-6,6-dimethyl-8,9-dihydro-6H-[1,4]oxazino[4,3-e]purin-4-amine